2-[4-(hydroxyamino)-3-(4-methanesulfonylphenyl)-4-methyl-5-oxo-4,5-dihydro-1H-pyrazol-1-yl]acetic acid methyl ester COC(CN1N=C(C(C1=O)(C)NO)C1=CC=C(C=C1)S(=O)(=O)C)=O